NC(CN1[C@@H](CN(C[C@@H]1C)C1=CC2=C(CC(O2)(C)C)C=C1NC(=O)C=1C=NN2C1N=CC=C2)C)=O N-(6-((3R,5S)-4-(2-Amino-2-oxoethyl)-3,5-dimethylpiperazin-1-yl)-2,2-dimethyl-2,3-dihydrobenzo-furan-5-yl)pyrazolo[1,5-a]pyrimidine-3-carboxamide